8-cyclopropyl-N-[(4-methoxy-1H-benzimidazol-2-yl)methyl]-2-[(4aS,7aS)-octahydro-6H-pyrrolo[3,4-b]pyridin-6-yl]pyrazolo[1,5-a][1,3,5]triazin-4-amine C1(CC1)C=1C=NN2C1N=C(N=C2NCC2=NC1=C(N2)C=CC=C1OC)N1C[C@H]2NCCC[C@H]2C1